[K+].C(C=CC1=CC=CC=C1)(=O)[O-] Cinnamic acid potassium salt